P(O)(=O)(OP(=O)(O)OP(=O)(O)O)OC[C@@H]1[C@H]([C@H]([C@@H](O1)N1C=NC=2C(N)=NC(=NC12)F)F)O deoxy-2,2'-difluoroadenosine 5'-triphosphate